8-[(2s,5r)-4-[(4-fluorophenyl)[2-(morpholin-4-yl)phenyl]methyl]-2,5-dimethylpiperazin-1-yl]-5-methyl-6-oxo-5,6-dihydro-1,5-naphthyridine-2-carbonitrile FC1=CC=C(C=C1)C(N1C[C@@H](N(C[C@H]1C)C1=CC(N(C=2C=CC(=NC12)C#N)C)=O)C)C1=C(C=CC=C1)N1CCOCC1